trans-[tert-butyl 3-[6-[3-(trifluoromethyl)cyclobutyl]-3-pyridyl]azetidine-1-carboxylate] C(C)(C)(C)[C@@H]1N(C[C@H]1C=1C=NC(=CC1)C1CC(C1)C(F)(F)F)C(=O)[O-]